C(C)(CC)N1N=C(C(=C1CC)O)C(C)CC 1,3-di-sec-butyl-5-ethyl-4-hydroxy-pyrazole